C(=O)O.C(#N)COC1=C(C(=C(C=C1)C1=CN=C2N1C=CN=C2NC2=CC(=C(C(=O)NCCNC([C@H](CCCN)N)=O)C=C2)CC)F)F 4-[[3-[4-(cyanomethoxy)-2,3-difluorophenyl]imidazo[1,2-a]pyrazin-8-yl]amino]-N-[2-[[(2S)-2,5-diaminopentanoyl]amino]ethyl]-2-ethylbenzamide formate